4-[(3-Methoxy-4-{5-[(morpholin-4-yl)methyl]-1,2,4-oxadiazol-3-yl}pyridin-2-yl)amino]-N-(2H3)methyl-6-[(4-methylpyridin-2-yl)amino]pyridazin-3-carboxamid COC=1C(=NC=CC1C1=NOC(=N1)CN1CCOCC1)NC1=C(N=NC(=C1)NC1=NC=CC(=C1)C)C(=O)NC([2H])([2H])[2H]